4-(5'-chloro-2'-(4,6-diphenyl-1,3,5-triazin-2-yl)-[1,1'-biphenyl]-3-yl)-2-phenylquinazoline ClC=1C=CC(=C(C1)C1=CC(=CC=C1)C1=NC(=NC2=CC=CC=C12)C1=CC=CC=C1)C1=NC(=NC(=N1)C1=CC=CC=C1)C1=CC=CC=C1